2-{[(1S)-1-{4-[1-(4-acryloylpiperazin-1-yl)-2-cyclopropylethyl]phenyl}ethyl]amino}-8-(propan-2-yl)pyrido[2,3-d]pyrimidin-7(8H)-one C(C=C)(=O)N1CCN(CC1)C(CC1CC1)C1=CC=C(C=C1)[C@H](C)NC=1N=CC2=C(N1)N(C(C=C2)=O)C(C)C